tert-butyl ((S)-4-(7-(8-ethynylnaphthalen-1-yl)-8-fluoro-2-(((2R,7aS)-2-fluorotetrahydro-1H-pyrrolizin-7a(5H)-yl)methoxy)pyrido[4,3-d]pyrimidin-4-yl)-1,4-oxazepan-6-yl)carbamate C(#C)C=1C=CC=C2C=CC=C(C12)C1=C(C=2N=C(N=C(C2C=N1)N1CCOC[C@H](C1)NC(OC(C)(C)C)=O)OC[C@]12CCCN2C[C@@H](C1)F)F